4-Cyclohexanediethanol C1(CCC(CC1)CCO)CCO